8-Chloro-N2-(2-morpholinoethyl)-N4-(3-(piperidin-1-yl)propyl)-N2-(4-(trifluoromethoxy)-phenyl)chinolin-2,4-diamin ClC=1C=CC=C2C(=CC(=NC12)N(C1=CC=C(C=C1)OC(F)(F)F)CCN1CCOCC1)NCCCN1CCCCC1